NC1=NN2C(C=C(C=C2)C=2C=C(C(=NC2)C[2H])C(=O)NCC2=C(C=CC(=C2)OC(F)(F)F)F)=N1 5-{2-amino-[1,2,4]triazolo[1,5-a]pyridin-7-yl}-N-{[2-fluoro-5-(trifluoromethoxy)phenyl]methyl}-2-(deutero)methylpyridine-3-carboxamide